1-(4-{5-[3-Fluoro-5-(trifluoromethyl)phenyl]-7-[{[1-(methoxymethyl)cyclobutyl]methyl}(methyl)amino]-1H-imidazo[4,5-b]pyridin-2-yl}benzoyl)piperidin FC=1C=C(C=C(C1)C(F)(F)F)C1=CC(=C2C(=N1)N=C(N2)C2=CC=C(C(=O)N1CCCCC1)C=C2)N(C)CC2(CCC2)COC